C1(CC1)OC1=CC=C(C=C1)C1=NN2C(=NC=3C=CC=CC3C2=N1)N[C@H]1C(NCCCC1)=O (3R)-3-({2-[4-(cyclopropyloxy)phenyl][1,2,4]triazolo[1,5-c]quinazolin-5-yl}amino)azepan-2-one